ethylenediaminetetraacetic acid zinc disodium salt [Na+].[Na+].[Zn+2].C(CN(CC(=O)[O-])CC(=O)[O-])N(CC(=O)[O-])CC(=O)[O-]